(methylsulfonyl)-6-azaspiro[2.5]octane-1-carboxamide CS(=O)(=O)C1(CC12CCNCC2)C(=O)N